N2-(3-((1s,3s)-3-(dimethylamino)cyclobutoxy)-4-methoxyphenyl)-N4,6-dimethylpyrimidine-2,4-diamine CN(C1CC(C1)OC=1C=C(C=CC1OC)NC1=NC(=CC(=N1)NC)C)C